1-(2-((S)-1-(2,2-difluorobenzo[d][1,3]dioxol-5-yl)ethoxy)pyridine-4-yl)-3-(trifluoromethyl)-4,5,6,7-tetrahydro-1H-pyrazolo[4,3-c]pyridine FC1(OC2=C(O1)C=CC(=C2)[C@H](C)OC2=NC=CC(=C2)N2N=C(C=1CNCCC12)C(F)(F)F)F